3-(3,4-dimethoxy-5-nitrophenyl)-3-oxo-2-(pyridin-2-yl)propionitrile COC=1C=C(C=C(C1OC)[N+](=O)[O-])C(C(C#N)C1=NC=CC=C1)=O